C1(=CC=C(C=C1)[C@@H](C)N1N=CC2=CC=CC(=C12)C(=O)NC1CC2(CCC2)C1)C1=CC=CC=C1 (Sa)-6-(1-((R)-1-([1,1'-Biphenyl]-4-yl)ethyl)-1H-indazol-7-carboxamido)spiro[3.3]heptan